N1(N=NC2=C1C=CC=C2)C[C@@H](C(=O)O)NC(=O)OC(C)(C)C (S)-3-(1H-benzo[d][1,2,3]triazol-1-yl)-2-((tert-butoxycarbonyl)amino)propionic acid